(13Z)-16-bromo-13-hexadecenyl acetate C(C)(=O)OCCCCCCCCCCCC\C=C/CCBr